C1N(CC[C@]12CNCCC2)C2=CC=C(C=N2)C=2C=1N(C=C(C2)OCC)N=CC1C#N (R)-4-(6-(2,7-diazaspiro[4.5]dec-2-yl)pyridin-3-yl)-6-ethoxypyrazolo[1,5-a]pyridine-3-carbonitrile